NCCC(OCCOCCOCCC)N 1,3-diamino-4,7,10-trioxatridecan